C(C)CC(CCCCCCCC)OO hydroxy ethyl-2-decyl ether